ClC1=C(C=CC(=C1)C1=NN(C2=C1C=NC=1C=CC(=CC21)OC)C2=CC=CC=C2)N2CCNCC2 1-(2-chloro-4-{8-methoxy-1-phenyl-1H-pyrazolo[4,3-c]quinolin-3-yl}phenyl)piperazine